O[C@@H]1CN(C[C@H]1O)C1=C(C=C2C(C(=CN(C2=N1)C1=C(C=C(C=C1F)F)F)C(=O)NC(C)(C(C(F)(F)F)(F)F)C)=O)F 7-[(3R,4R)-3,4-dihydroxypyrrolidin-1-yl]-6-fluoro-4-oxo-N-(3,3,4,4,4-pentafluoro-2-methylbut-2-yl)-1-(2,4,6-trifluorophenyl)-1,4-dihydro-1,8-naphthyridine-3-carboxamide